FC(OC=1N(C2=CC=CC=C2C1)OC(F)(F)F)(F)F DI(trifluoromethoxy)-1H-indole